12'-METHYL-3,4-DIHYDRO-2H,15'H-SPIRO[NAPHTHALENE-1,22'-[20]OXA[13]THIA[1,14]DIAZATETRACYCLO[14.7.2.03,6.019,24]PENTACOSA[8,16,18,24]TETRAEN]-15'-ONE 13',13'-DIOXIDE CC1CCC=CCC2CCC2CN2CC3(COC4=CC=C(C(NS1(=O)=O)=O)C=C24)CCCC2=CC=CC=C23